N-(6-amino-5-methyl-3-pyridyl)-2-[(5R)-5-methyl-4-(1-methylcyclopropanecarbonyl)-2-(2-thienyl)piperazin-1-yl]-2-oxo-acetamide NC1=C(C=C(C=N1)NC(C(=O)N1C(CN([C@@H](C1)C)C(=O)C1(CC1)C)C=1SC=CC1)=O)C